N1=NC(=C2N1C=CN=C2)CNC(OC(C)(C)C)=O tert-butyl ([1,2,3]triazolo[1,5-a]pyrazin-3-ylmethyl)carbamate